BrC1=C2CCCN(C2=CC=C1)C1=N/C(/NC2=CC(=CC(=C12)F)F)=N/N (E)-4-(5-bromo-3,4-dihydroquinolin-1(2H)-yl)-5,7-difluoro-2-hydrazineylidene-1,2-dihydroquinazoline